2-Fluorenylamine C1=C(C=CC=2C3=CC=CC=C3CC12)N